(3S)-1-[6-[[4-cyano-3-(trifluoromethyl)phenyl]methyl]-2-azaspiro[3.3]heptane-2-carbonyl]pyrrolidine-3-carboxamide C(#N)C1=C(C=C(C=C1)CC1CC2(CN(C2)C(=O)N2C[C@H](CC2)C(=O)N)C1)C(F)(F)F